C1(=C(C=C(C(C1([2H])[2H])[2H])[2H])[2H])C1=C(C(=C(C(=C1[2H])[2H])C1=C(C(=C(C(=C1)[2H])[2H])[2H])[2H])[2H])[2H] 1,1':4',1''-terphenyl-2,4,5,6,2',3',5',6,2'',3'',4'',5'',6'-d13